CC1N(C(C2=CC=C(C=C12)N1CCOCC1)=O)CC1=CC2=C(NC(O2)=O)C=C1 6-((3-methyl-5-morpholino-1-oxoisoindolin-2-yl)methyl)benzo[d]oxazol-2(3H)-one